O=C1NC(CCC1C1=CC=C(CN2CCC(CC2)N2N=C3C=C(C(=CC3=C2)NC(C2=CN=C(C=C2)C(F)(F)F)=O)C(C)(C)O)C=C1)=O N-(2-(1-(4-(2,6-dioxopiperidin-3-yl)benzyl)piperidin-4-yl)-6-(2-hydroxypropan-2-yl)-2H-indazol-5-yl)-6-(trifluoromethyl)nicotinamide